[4-(Azetidin-3-yl)piperazin-1-yl]-cyclopropyl-methanone N1CC(C1)N1CCN(CC1)C(=O)C1CC1